tert-butyl (2'S,7R)-3-(hydroxymethyl)-2,2'-dimethyl-spiro[4,5-dihydrothieno[2,3-c]pyran-7,4'-piperidine]-1'-carboxylate OCC1=C(SC2=C1CCO[C@]21C[C@@H](N(CC1)C(=O)OC(C)(C)C)C)C